3-((4-(docosyloxy)phenyl)sulfonyl)-4-(4-(4-ethylpiperazin-1-yl)-[1,4'-bipiperidin]-1'-yl)-6-(methylsulfinyl)quinoline C(CCCCCCCCCCCCCCCCCCCCC)OC1=CC=C(C=C1)S(=O)(=O)C=1C=NC2=CC=C(C=C2C1N1CCC(CC1)N1CCC(CC1)N1CCN(CC1)CC)S(=O)C